OC(C#C\C(=C/C=O)\C1=CC=C(C=C1)OC)(C#C[Si](C(C)C)(C(C)C)C(C)C)C1=CC=CC=C1 (Z)-6-hydroxy-3-(4-methoxyphenyl)-6-phenyl-8-(triisopropylsilyl)oct-2-ene-4,7-diyne-1-al